C(C)C(CC=C(C(=O)[O-])C)(CC=C(C(=O)[O-])C)CO 2-ethyl-2-(hydroxymethyl)-1,3-propanediyldimethacrylate